3-((5-methyl-3-(o-tolyl)-5,6-dihydropyrrolo[3,4-c]pyrazole-2(4H)-yl)methyl)benzene tert-butyl-formate C(C)(C)(C)OC=O.CN1CC2=NN(C(=C2C1)C1=C(C=CC=C1)C)CC=1C=CC=CC1